CC1=CC=C(C=C1)[S@](=O)CC(=O)[O-] (R)-4-methyl-phenylsulfinylacetate